N-[5-[3-[(3-fluoro-4-piperidyl)oxy]-5-methyl-isoxazol-4-yl]pyrazolo[1,5-a]pyridin-2-yl]cyclopropanecarboxamide FC1CNCCC1OC1=NOC(=C1C1=CC=2N(C=C1)N=C(C2)NC(=O)C2CC2)C